C(C)(=O)O[C@@H]1CC[C@H]2C([C@H]2CC[C@H]1I)(C(=O)OC)C(=O)OC Dimethyl (1R,4R,5R,8S)-4-acetoxy-5-iodobicyclo[6.1.0]nonane-9,9-dicarboxylate